C(C)(=O)C=1C(=NC(=CC1)N1C=NC2=C1C=CC(=C2)NC=2N=NC(=CC2)C)C=2C=C(C=NC2)C#N 5-[3-acetyl-6-[5-[(6-methylpyridazin-3-yl)amino]benzimidazol-1-yl]-2-pyridyl]pyridine-3-carbonitrile